CN1C(=NC(=C1)C(F)(F)F)C1=CC=C(CNC2=C3N=CN(C3=NC(=N2)C2=CC=C(C=C2)OC(F)(F)F)C2OCCCC2)C=C1 N-(4-(1-methyl-4-(trifluoromethyl)-1H-imidazol-2-yl)benzyl)-9-(tetrahydro-2H-pyran-2-yl)-2-(4-(trifluoromethoxy)phenyl)-9H-purin-6-amine